2'-Chloro-N-(5-(5-(difluoromethyl)-4-methylpyrimidine-2-carbonyl)-5,6-dihydro-4H-pyrrolo[3,4-d]thiazol-2-yl)-5'-methoxy-6-methyl-[4,4'-bipyridine]-3-carboxamide ClC1=NC=C(C(=C1)C1=C(C=NC(=C1)C)C(=O)NC=1SC2=C(N1)CN(C2)C(=O)C2=NC=C(C(=N2)C)C(F)F)OC